ClC1=CC=C(OC2=C(C=C(C=C2F)S(=O)(=O)N2C3(CN(CC2CC3)S(=O)(=O)CCN3CCN(CC3)C)C(=O)NO)F)C=C1 8-((4-(4-chloro-phenoxy)-3,5-difluoro-phenyl)-sulfonyl)-N-hydroxy-3-((2-(4-methyl-piperazin-1-yl)ethyl)-sulfonyl)-3,8-diazabicyclo-[3.2.1]octane-1-carboxamide